dimethyl-(2-piperidin-4-yl-ethyl)-amine CN(CCC1CCNCC1)C